4-(2-Chloro-phenyl)-1-methyl-8-methylsulfanyl-4H-2,3,4,7,9,9b-hexaaza-cyclopenta[a]naphthalen-5-one ClC1=C(C=CC=C1)N1C=2N(C3=NC(=NC=C3C1=O)SC)C(=NN2)C